ClC1=C(C(=O)N[C@H](C(=O)O)CC2=CC=C(C=C2)N2C(N(C3=C2C=CC(=C3)N(C)C)C)=O)C(=CC=C1)F (S)-2-(2-chloro-6-fluorobenzoylamino)-3-(4-(5-(dimethylamino)-3-methyl-2-oxo-2,3-dihydro-1H-benzo[d]imidazol-1-yl)phenyl)propionic acid